BrC[C@@H]1CN(CCC1)C(=O)OC(C)(C)C (S)-tert-butyl 3-(bromomethyl)piperidine-1-carboxylate